NC(CCCCCCCC(=O)OCCCCC(CCCC)CCCC)CCCCCCCC(=O)OCCCCCCCCC 1-(5-butylnonyl) 17-nonyl 9-aminoheptadecanedioate